(E)-2-methyl-N-(1-(1-(4,6,6-trimethyl-5-oxo-5,6-dihydro-4H-1,3,4-thiadiazin-2-yl)-1H-1,2,4-triazol-5-yl)ethylidene)propane-2-sulfinamide CC(C)(C)S(=O)/N=C(\C)/C1=NC=NN1C=1SC(C(N(N1)C)=O)(C)C